NC1C2CN(CC12)C1=NC(=NC2=CC=C(C=C12)C)N1CCS(C2=C(C1)C=CC=C2)(=NC2CC2)=O 4-(4-(6-amino-3-azabicyclo[3.1.0]hex-3-yl)-6-methylquinazolin-2-yl)-1-(cyclopropylimino)-2,3,4,5-tetrahydro-benzo[f][1,4]thiazepin-1-Oxide